ClC=1C(NC=2C=C(C=NC2C1)C(=O)OCC)=O Ethyl 7-chloro-6-oxo-5,6-dihydro-1,5-naphthyridine-3-carboxylate